3,3-methylenebis(5-methyloxazolidine) CC1CN(CO1)CN2CC(OC2)C